C(C)(=O)N[C@@H](CSSCC1=C(C=CC=C1)C)C(=O)O N-acetyl-S-((2-methylbenzyl)thio)-L-cysteine